C(OOOC(C)(C)CCCC)(OCC)=O t-heptylperoxy Ethyl monocarbonate